N,N-didecylhydroxylamine C(CCCCCCCCC)N(O)CCCCCCCCCC